FC1=CC=C(C=C1)[C@@H]1CN(CC1)C=1C=2N(N=C(C1)C=1C(NC(NC1)=O)=O)C=CN2 (R)-5-(8-(3-(4-fluorophenyl)pyrrolidin-1-yl)imidazo[1,2-b]pyridazin-6-yl)pyrimidine-2,4(1H,3H)-dione